3-(5-chloro-2-hydroxy-4-methylphenyl)-N,N-dimethylbenzamide ClC=1C(=CC(=C(C1)C=1C=C(C(=O)N(C)C)C=CC1)O)C